para-Tolyl-isobutyrat C1(=CC=C(C=C1)OC(C(C)C)=O)C